C1=CC=CC=2OC(OC3=C(CC21)C=CC=C3)C(=O)ON=C(C)C propane-2-one O-(12H-dibenzo[d,g][1,3]dioxocin-6-carbonyl)oxime